t-Butyl-sulfinamide Zinc Iodine [I].[Zn].C(C)(C)(C)S(=O)N